(pyridyldithio) anilinohexanoate N(C1=CC=CC=C1)C(C(=O)OSSC1=NC=CC=C1)CCCC